5-(5-bromo-3-Hexylthiophen-2-yl)-7-fluoro-8-hydroxyquinoline BrC1=CC(=C(S1)C1=C2C=CC=NC2=C(C(=C1)F)O)CCCCCC